OC(=O)C(F)(F)F.FC1=CC(=C(OC=2C(=NC=NC2)N2CC3(C2)OCC(C3)NCC3=CC=C(C=C3)F)C=C1)C=1C(=NC=NC1)C(C)C 2-(5-(4-fluoro-2-(4-isopropylpyrimidin-5-yl)phenoxy)pyrimidin-4-yl)-N-(4-fluorobenzyl)-5-oxa-2-azaspiro[3.4]octan-7-amine TFA salt